COC=1N=CC2=C(N1)C(C=1C=C(C=CC12)S(=O)(=O)C(F)(F)F)=O 2-methoxy-7-((trifluoromethyl)sulfonyl)-9H-indeno[2,1-d]Pyrimidine-9-one